ClC=1C=CC(=C(C1)C=1C=C(C=2OCCNC2N1)C=1C=C(C=NC1)C(=O)NCCN1CCNCC1)F 5-[6-(5-chloro-2-fluorophenyl)-2H,3H,4H-pyrido[3,2-b][1,4]oxazin-8-yl]-N-[2-(piperazin-1-yl)ethyl]pyridine-3-carboxamide